[C@@H]12CNC[C@H]2C1C#CC1=C(C=C2C(=NC=NC2=C1)NC1=C(C(=CC=C1)Cl)F)[N+](=O)[O-] 7-((1R,5S,6s)-3-azabicyclo[3.1.0]hexan-6-ylethynyl)-N-(3-chloro-2-fluorophenyl)-6-nitroquinazolin-4-amine